C1(CC1)CN([C@H]1[C@H](CCC1)OC=1C=C2CN(C(C2=CC1)=O)C1C(NC(CC1)=O)=O)CC1CC1 3-(5-(((1S,2R)-2-(bis(cyclopropylmethyl)amino)cyclopentyl)oxy)-1-oxoisoindolin-2-yl)piperidine-2,6-dione